2,4-bis(2,4-dimethylphenyl)-6-[2-hydroxy-4-(11-methacryloyloxy-undecyloxy)phenyl]-1,3,5-triazine CC1=C(C=CC(=C1)C)C1=NC(=NC(=N1)C1=C(C=C(C=C1)C)C)C1=C(C=C(C=C1)OCCCCCCCCCCCOC(C(=C)C)=O)O